NCC(=S)OCC ethyl thioglycinate